C1(CCCCC1)C=1N=C(C2=CC=CC=C2C1)C 3-cyclohexyl-1-methylisoquinoline